1-[6-(4,4-Difluoropiperidin-1-yl)-5-fluoropyridin-3-yl]pyrazole-3-carboxylic acid methyl ester COC(=O)C1=NN(C=C1)C=1C=NC(=C(C1)F)N1CCC(CC1)(F)F